ClC1=C(C=C(C=2C3=C(N(C12)C)C(CNC([C@H]3C)=O)(C)C)NC(CO)=O)Cl (S)-N-(7,8-Dichloro-1,5,5,6-tetramethyl-2-oxo-1,2,3,4,5,6-hexahydroazepino[4,5-b]indol-10-yl)-2-hydroxyacetamide